ClC=1C=2N(C=CC1SC1=NC=C(N=C1)Cl)C=NN2 8-chloro-7-((5-chloropyrazin-2-yl)thio)-[1,2,4]triazolo[4,3-a]pyridine